CN1N=C(C2=CC(=CC=C12)C(C)N)C 1-(1,3-Dimethyl-1H-indazol-5-yl)ethanamine